CC1CC2=CC=C(C=C2C1)C 2,5-dimethyl-1,3-dihydroinden